ClC=1C=CC=C2C=C(C=C(C12)C1=C(C=2N=C(N=C(C2C=N1)N1C[C@@](CCC1)(O)C)OC[C@]12CCCN2C[C@@H](C1)F)F)OCOC (R)-1-(7-(8-Chloro-3-(methoxymethoxy)naphthalen-1-yl)-8-fluoro-2-(((2R,7aS)-2-fluorotetrahydro-1H-pyrrolizin-7a(5H)-yl)methoxy)pyrido[4,3-d]pyrimidin-4-yl)-3-methylpiperidin-3-ol